FC1=CC=C(C=C1)C1(CCN(CCC1)C(=O)OC(C)(C)C)O tert-butyl 4-(4-fluorophenyl)-4-hydroxyazepane-1-carboxylate